C1(CC1)S(=O)(=O)NC=1SC=C(N1)C(C(=O)NC1=CC(=C(C=C1)C=1C=NC=CC1)F)(C)C 2-(2-(cyclopropanesulfonamido)thiazol-4-yl)-N-(3-fluoro-4-(pyridin-3-yl)phenyl)-2-methylpropanamide